phosphothioiron P(=O)(=O)S[Fe]